ClC1=CN(C(=C1C1=C(C=NN1C)Cl)Cl)C 3,5-dichloro-4-(4-chloro-1-methyl-1H-pyrazol-5-yl)-1-methyl-1H-pyrrole